N-[5-(4-formylphenyl)-2-[4-(trifluoromethoxy)phenyl]-1,2,4-triazol-3-yl]cyclopropanesulfonamid C(=O)C1=CC=C(C=C1)C=1N=C(N(N1)C1=CC=C(C=C1)OC(F)(F)F)NS(=O)(=O)C1CC1